ClC1=C(C=C(C=C1)C=1N(C(=CN1)C)CC1=C(OCCCCC(C(=O)O)(C)C)C=CC=C1)F 6-(2-((2-(4-chloro-3-fluorophenyl)-5-methyl-1H-imidazol-1-yl)methyl)-phenoxy)-2,2-dimethylhexanoic acid